2-(3-ethanesulfinyl-pyridin-2-yl)-3-methyl-6-pentafluoroethyl-3H-imidazo[4,5-b]pyridine C(C)S(=O)C=1C(=NC=CC1)C1=NC=2C(=NC=C(C2)C(C(F)(F)F)(F)F)N1C